bis(2-ethylhexyl) benzene-1,2-dicarboxylate C=1(C(=CC=CC1)C(=O)OCC(CCCC)CC)C(=O)OCC(CCCC)CC